nitroso-zinc iron cyanide [Fe](C#N)C#N.N(=O)[Zn]